CC=1C=CC=2N(C1)C(=NN2)C(=O)N2CCC(CC2)C2=C(C=CC=C2)C(F)(F)F (6-methyl-[1,2,4]triazolo[4,3-a]pyridin-3-yl)(4-(2-(trifluoromethyl)phenyl)piperidin-1-yl)methanone